C(C)N(C(C1=C(C=CC(=C1)F)C=1C=2N(C=C(C1)C1CNCC1)C(=NC2)C)=O)C(C)C N-ethyl-5-fluoro-2-[3-methyl-6-(pyrrolidin-3-yl)imidazo[1,5-a]pyridin-8-yl]-N-(isopropyl)benzamide